1-(5-((5-chloro-4-(6-methoxy-[1,1'-biphenyl]-3-yl)pyrimidin-2-yl)amino)pyridin-3-yl)pyrrolidin-2-one ClC=1C(=NC(=NC1)NC=1C=C(C=NC1)N1C(CCC1)=O)C=1C=C(C(=CC1)OC)C1=CC=CC=C1